[N+]1(=CC=NC=C1)[O-] pyrazine-1-oxide